NC1=C(C=C(C=C1)P(C)(C)=O)OCF (4-amino-3-(fluoromethoxy)phenyl)dimethylphosphine oxide